methyl (R)-4-(2-((tert-butoxycarbonyl)amino)-3-(2H-tetrazol-2-yl)propoxy)-2-fluorobenzoate C(C)(C)(C)OC(=O)N[C@@H](COC1=CC(=C(C(=O)OC)C=C1)F)CN1N=CN=N1